Tert-butyl N-[3-methyl-5-[[2-[(2S,5R)-5-methyl-2-(3-pyridyl)-1-piperidyl]-2-oxo-acetyl]amino]-2-pyridyl]carbamate CC=1C(=NC=C(C1)NC(C(=O)N1[C@@H](CC[C@H](C1)C)C=1C=NC=CC1)=O)NC(OC(C)(C)C)=O